NC1=C(C(=C(C=N1)C=1C=CC(=C(C#N)C1)O)CC)C1=CC=C(C=C1)O 5-[6-amino-4-ethyl-5-(4-hydroxyphenyl)-3-pyridyl]-2-hydroxy-benzonitrile